N1CCCC(C1)=O piperid-5-one